ClC1=C(C=C(C=C1)F)C1NC(C2=C1C(=CC1=C(N(N=C21)C)C2CC(CC2)(F)F)C2=C(C(=O)N)C=C(C=C2F)C(F)(F)F)=O (6-(2-chloro-5-fluorophenyl)-3-(3,3-difluorocyclopentyl)-2-methyl-8-oxo-2,6,7,8-tetrahydropyrrolo[3,4-g]indazol-5-yl)-3-fluoro-5-(trifluoromethyl)benzamide